difluorosuccinonitrile FC(C(C#N)F)C#N